2-((1H-pyrrolo[2,3-b]pyridin-5-yl)oxy)-4-(2-(2-(2-isopropylphenyl)pyrrolidin-1-yl)-7-azaspiro[3.5]nonan-7-yl)benzoic acid N1C=CC=2C1=NC=C(C2)OC2=C(C(=O)O)C=CC(=C2)N2CCC1(CC(C1)N1C(CCC1)C1=C(C=CC=C1)C(C)C)CC2